C(C(=C)C)(=O)NCCCN(C)C methacrylamidopropyl-dimethylamine